COCOC1=C(C=CC=C1)C1=CC=2N3CCN(C[C@@H]3CNC2N=N1)C1CCN(CC1)C(=O)OCC1=CC=CC=C1 benzyl 4-[(10S)-4-[2-(methoxymethoxy)phenyl]-1,5,6,8,12-pentazatricyclo[8.4.0.02,7]tetradeca-2(7),3,5-trien-12-yl]piperidine-1-carboxylate